3-[[4-hydroxy-1-[(3R,4R)-1-[[2-(6-methyl-3-pyridinyl)thiazol-5-yl]methyl]-3-phenyl-piperidine-4-carbonyl]-4-piperidinyl]methyl]-6-methyl-7-phenyl-pyrrolo[2,3-d]pyrimidin-4-one OC1(CCN(CC1)C(=O)[C@H]1[C@@H](CN(CC1)CC1=CN=C(S1)C=1C=NC(=CC1)C)C1=CC=CC=C1)CN1C=NC2=C(C1=O)C=C(N2C2=CC=CC=C2)C